Kalium sulphamat S(N)([O-])(=O)=O.[K+]